FC1=CC=C(C=C1)[C@H]1COCCN1C1=NC(=NC2=CC=C(C=C12)C=1C2=C(C(N(C1)C)=O)NC=C2)N2C[C@H](OCC2)CO 4-(4-((S)-3-(4-fluorophenyl)morpholino)-2-((S)-2-(hydroxymethyl)morpholino)quinazolin-6-yl)-6-methyl-1,6-dihydro-7H-pyrrolo[2,3-c]pyridin-7-one